1-(5-((4,5-Dimethoxy-2-nitrobenzyl)oxy)-2-hydroxyphenyl)ethan-1-one COC1=CC(=C(COC=2C=CC(=C(C2)C(C)=O)O)C=C1OC)[N+](=O)[O-]